N-[4-[[[(6S)-2-amino-5-formyl-3,4,5,6,7,8-hexahydro-4-oxo-6-pteridinyl]methyl]amino]benzoyl]-L-glutamic acid NC1=NC=2NC[C@@H](N(C2C(N1)=O)C=O)CNC1=CC=C(C(=O)N[C@@H](CCC(=O)O)C(=O)O)C=C1